4-(4-(p-tolyl)piperazin-1-yl)-7H-pyrrolo[2,3-d]pyrimidin-5-yl-methanone C1(=CC=C(C=C1)N1CCN(CC1)C=1C2=C(N=CN1)NC=C2C=O)C